CNC(O[C@H]1C[C@H](CC1)C1=CC(=NN1)NC(CC=1C=NC(=CC1)OC)=O)=O (1R,3S)-3-(3-{[(6-meth-oxypyridin-3-yl)acetyl]-amino}-1H-pyrazol-5-yl)cyclopentyl methyl-carbamate